[di(isopropyl)triazinyl](methylbenzofuropyridineyl)pyridine C(C)(C)C1=C(C(=NN=N1)C=1C(=NC=CC1)C1=NC2=C(C=C1C)OC1=C2C=CC=C1)C(C)C